FC1([C@@H](CN(C1)C1COC1)NC1=NN2C(C(=N1)OC)=C(C(=C2)F)C=2C=C(C1=C(N(C(=N1)C)CC(F)F)C2)F)F (R)-N-(4,4-difluoro-1-(oxetan-3-yl)pyrrolidin-3-yl)-5-(1-(2,2-difluoroethyl)-4-fluoro-2-methyl-1H-benzo[d]imidazol-6-yl)-6-fluoro-4-methoxypyrrolo[2,1-f][1,2,4]triazin-2-amine